C(CCCCC)N1C(C=2C=CC=3C(N(C(C=4C3C2C(C1=O)=CC4)=O)CCCCCC)=O)=O 2,7-dihexylbenzo[lmn][3,8]phenanthroline-1,3,6,8(2h,7h)-tetraone